O1BOBOB1.[S].[S].[S] trisulfur boroxine